7-((1R,3R)-3-(1-isopropyl-3-(6-(trifluoromethyl)pyridin-2-yl)-1H-pyrazol-5-yl)cyclopentyl)-2-thia-7-azaspiro[3.5]nonane 2,2-dioxide C(C)(C)N1N=C(C=C1[C@H]1C[C@@H](CC1)N1CCC2(CS(C2)(=O)=O)CC1)C1=NC(=CC=C1)C(F)(F)F